2-((S)-1-propenoyl-4-((S)-4-chloro-2'-(((S)-1-methylpyrrolidin-2-yl)methoxy)-5',8'-dihydro-6'H-spiro[inden-1,7'-quinazolin]-4'-yl)piperazin-2-yl)acetonitrile C(C=C)(=O)N1[C@H](CN(CC1)C1=NC(=NC=2C[C@@]3(CCC12)C=CC1=C(C=CC=C13)Cl)OC[C@H]1N(CCC1)C)CC#N